C(C)(C)(C)C1N(CCC(C1)CC1CCN(CC1)C1=CC=C2C(=NN(C2=C1)C)C1C(NC(CC1)=O)=O)C(=O)OCCC1(COC1)CCCC 3-butyl-3-oxetanethanol tert-butyl-4-((1-(3-(2,6-dioxopiperidin-3-yl)-1-methyl-1H-indazol-6-yl)piperidin-4-yl)methyl)piperidine-1-carboxylate